3-(4-((1H-imidazol-1-yl)methyl)-3-methylphenyl)-N-(tert-butyl)-5-isobutylthiophene-2-sulfonamide N1(C=NC=C1)CC1=C(C=C(C=C1)C1=C(SC(=C1)CC(C)C)S(=O)(=O)NC(C)(C)C)C